FC1(CC2(CC(C2)C2=NC3=NC=NC(=C3N2)C(=O)NCC2=CC(=CC(=C2)C=2C=NN(C2)C2=CC=C(C=C2)F)F)C1)F 8-(6,6-difluorospiro[3.3]heptan-2-yl)-N-(3-fluoro-5-(1-(4-fluorophenyl)-1H-pyrazol-4-yl)benzyl)-7H-purine-6-carboxamide